ClC1=C2C(=NC=C1)N(C=C2)C(C(=O)OC)CC methyl 2-(4-chloro-1H-pyrrolo[2,3-b]pyridin-1-yl)butanoate